C(C)(C)(C)OC(=O)N1CCC(C1)C1=CC=CC=C1 4-phenylpyrrolidine-1-carboxylic acid tert-butyl ester